3-methyl-N-(3-(trifluoromethyl)phenyl)pyrrolidin-3-amine CC1(CNCC1)NC1=CC(=CC=C1)C(F)(F)F